COC=1C(=C([NH3+])C(=CC1)C)C 3-methoxy-2,6-dimethylanilinium